6-(4-amino-1-tert-butyl-pyrazolo[3,4-d]pyrimidin-3-yl)-N-isobutyl-1H-indole-2-carboxamide NC1=C2C(=NC=N1)N(N=C2C2=CC=C1C=C(NC1=C2)C(=O)NCC(C)C)C(C)(C)C